2,4-diaminobenzoxazine NN1OC2=C(C(=C1)N)C=CC=C2